1-(2'-methoxy-4'-(trifluoromethyl)-[1,1'-biphenyl]-4-yl)butan-1-ol COC1=C(C=CC(=C1)C(F)(F)F)C1=CC=C(C=C1)C(CCC)O